3-(5-((7-fluoroquinazolin-4-yl)amino)pentyl)imidazolidine-2,4-dione FC1=CC=C2C(=NC=NC2=C1)NCCCCCN1C(NCC1=O)=O